C(CCCCCC(=O)[O-])(=O)OCC(O)CO glyceryl pimelate